C(#N)C1=CC(=NN(C1=O)C1=CC=CC=C1)C(=O)N 5-cyano-6-oxo-1-phenyl-pyridazine-3-carboxamide